5-Bromo-2-methyl-4-nitropyridine 1-oxide BrC=1C(=CC(=[N+](C1)[O-])C)[N+](=O)[O-]